7-Methoxy-8-(1-methyl-1H-pyrazol-3-yl)-1-thiophen-3-yl-1,4-dihydro-chromeno[4,3-c]pyrazole-3-carboxylic acid (3-hydroxy-cyclobutyl)-amide OC1CC(C1)NC(=O)C=1C2=C(N(N1)C1=CSC=C1)C=1C=C(C(=CC1OC2)OC)C2=NN(C=C2)C